C(C)(C)(C)OC(=O)N1CCC2(CC1)[C@@H](C=1C(=NC(=CC1)C)C2)NS(=O)C(C)(C)C.COCCOC 1,2-dimethoxyethane tert-butyl-(5S)-5-((tert-butylsulfinyl)amino)-2-methyl-spiro[5,7-dihydro-cyclopenta[b]pyridine-6,4'-piperidine]-1'-carboxylate